COC1=CC=C(C=C1)C=1C(OC2=CC(=CC=C2C1)O)=O 3-(4-methoxyphenyl)-7-hydroxycoumarin